CC1=CC=C2C(N(C(NC2=C1)=S)C1=CC=C(C=C1)C(F)(F)F)=O 7-methyl-2-thioxo-3-(4-(trifluoromethyl)phenyl)-2,3-dihydro-quinazolin-4(1H)-one